CC(=O)CC1=CC=2OCOC2C=C1 Piperonyl methyl ketone